NC1=CC=CC(=N1)S(=O)(=O)NC(=O)C=1C(=NC(=CC1)C1=C(C=NC=C1)F)OC1=C(C=C(C=C1C)C)C N-[(6-Amino-2-pyridyl)sulfonyl]-6-(3-fluoro-4-pyridyl)-2-(2,4,6-trimethylphenoxy)pyridin-3-carboxamid